C12(CC3CC(CC(C1)C3)C2)C=2C=C(C=C(C2OCOC)C2=C(C=CC=C2)Br)[Si](CCC)(CCC)CCC (5-(1-adamantyl)-2'-bromo-6-(methoxymethoxy)-[1,1'-biphenyl]-3-yl)tripropylsilane